(R)-10-methyl-3-(6-vinylpyrimidin-4-yl)-9,10,11,12-tetrahydro-8H-[1,4]diazepino[5',6':4,5]thieno[3,2-f]quinolin-8-one C[C@H]1NC(C2=C(C=3C=4C=CC(=NC4C=CC3S2)C2=NC=NC(=C2)C=C)NC1)=O